5,6,7,8-tetrahydro[1,2,4]triazolo[4,3-a]pyridin-3(2H)-one N=1NC(N2C1CCCC2)=O